methyl-N-[2-[(1,4-dimethyl-5-phenyl pyrazol-3-yl)oxyl methyl] phenyl]-N-methoxy-carbamate COC(N(OC)C1=C(C=CC=C1)COC1=NN(C(=C1C)C1=CC=CC=C1)C)=O